C(=C)OF Perfluoro vinyl ether